1-(5-bromo-2-methoxy-4-pyridinyl)ethanol BrC=1C(=CC(=NC1)OC)C(C)O